6-((2-ethyl-5,7-dimethyl-3H-imidazo[4,5-b]pyridin-3-yl)methyl)pyridin-3-ylboronic Acid C(C)C1=NC=2C(=NC(=CC2C)C)N1CC1=CC=C(C=N1)B(O)O